5-(4-((1-methyl-1H-indazol-5-yl)methoxy)phenyl)-2-oxo-6-(trifluoromethyl)-1,2-dihydropyridine-3-carboxamide CN1N=CC2=CC(=CC=C12)COC1=CC=C(C=C1)C=1C=C(C(NC1C(F)(F)F)=O)C(=O)N